B1(OCC2C1=CC=CC2)O 3,4-dihydro-1H-benzo[c][1,2]oxaborole-1-ol